3-(aminomethyl)benzenemethanol NCC=1C=C(C=CC1)CO